Cl.N1=CC(=CC=C1)NC1=CC=C(C=C1)CNC1CCC(C1)O 4-[({4-[(pyridin-3-yl)amino]phenyl}methyl)amino]cyclopentan-1-ol hydrochloride